C1(CCCCC1)C1=CC=C(C=C1)C(C)OC([C@@H](NC(=O)C1=NC=CC(=C1OC(C)=O)OC)C(C)C)=O [[3-(acetyloxy)-4-methoxy-2-pyridinyl]carbonyl]-L-valine 1-(4-cyclohexylphenyl)ethyl ester